ClC1=C(C(=CC(=C1)F)[N+](=O)[O-])NC1=C(C(=NN1C)C)C1=C(C=C(C=C1)F)Cl N-(2-chloro-4-fluoro-6-nitrophenyl)-4-(2-chloro-4-fluorophenyl)-1,3-dimethyl-1H-pyrazol-5-amine